ethyl 5-(2-amino-6-(4-fluorophenyl)-5-(4-methyl-quinazolin-6-yl) pyridin-3-yl)-1,3,4-oxadiazole-2-carboxylate NC1=NC(=C(C=C1C1=NN=C(O1)C(=O)OCC)C=1C=C2C(=NC=NC2=CC1)C)C1=CC=C(C=C1)F